docosanyl n-octacosanoate C(CCCCCCCCCCCCCCCCCCCCCCCCCCC)(=O)OCCCCCCCCCCCCCCCCCCCCCC